C(C)OC1=CC=C(N=N1)NC1=CC(=C(N=N1)C(=O)NC([2H])([2H])[2H])NC1=NC=CC(=C1OC)C1=NC=C(C=N1)F 6-[(6-Ethoxypyridazin-3-yl)amino]-4-{[4-(5-fluoropyrimidin-2-yl)-3-methoxypyridin-2-yl]amino}-N-(2H3)methylpyridazin-3-carboxamid